dipyrrolyl-acetonitrile N1C(=CC=C1)C(C#N)C=1NC=CC1